3-[1-(2-chloro-3,6-difluoro-phenyl)-ethoxy]-5-[3-(2-morpholin-4-yl-ethoxy)-phenyl]-pyridin-2-ylamine ClC1=C(C(=CC=C1F)F)C(C)OC=1C(=NC=C(C1)C1=CC(=CC=C1)OCCN1CCOCC1)N